6-(4'-(4''-carboxyphenoxy)butyl)-2,10-dimercapto-2,10-dimethyl-4,8-diazaundecane C(=O)(O)C1=CC=C(OCCCCC(CNCC(C)(C)S)CNCC(C)(C)S)C=C1